C(C)N1C(CN(C(C12CCC(CC2)=O)=O)[C@@H](C)C=2C=NC(=CC2)N2N=CC(=C2)F)=O (S)-1-Ethyl-4-(1-(6-(4-fluoro-1H-pyrazol-1-yl)pyridin-3-yl)ethyl)-1,4-diazaspiro[5.5]undecane-2,5,9-trione